(E)-4-(4-(2-fluoroethoxy)styryl)-1-methylpyridin-1-ium iodide [I-].FCCOC1=CC=C(/C=C/C2=CC=[N+](C=C2)C)C=C1